C(C)N(C(C1=CC=C(C=C1)O)=O)CC N,N-diethyl-4-hydroxybenzamide